C(=C)(C)C=1OC(C(N1)(CCCC)C)=O 2-isopropenyl-4-methyl-4-butyl-1,3-oxazoline-5-one